OCC1CNCCC1OC 3-(hydroxymethyl)-4-methoxypiperidine